C1(CCCC1)C(=O)OCCCCCCCC n-octyl cyclopentanate